N1C(C=C(C=C1)B1OC(C)(C)C(C)(C)O1)=O pyridin-2-one-4-boronic acid pinacol ester